ClC=1C=C2C(=NC1N(C1CCOCC1)C)C(=NN2C=2C(=C(C(=C(C2)C(F)(F)F)F)O)F)C 3-(6-Chloro-3-methyl-5-(methyl(tetrahydro-2H-pyran-4-yl)amino)-1H-pyrazolo[4,3-b]pyridin-1-yl)-2,6-difluoro-5-(trifluoromethyl)phenol